7-fluoro-2-(4-(methylamino)butyl)-3-neopentylquinazolin-4(3H)-one bis-hydrochloride salt Cl.Cl.FC1=CC=C2C(N(C(=NC2=C1)CCCCNC)CC(C)(C)C)=O